7-(3-((3,5-difluoropyridin-4-yl)amino)-7,8-dihydro-1,6-naphthyridin-6(5H)-yl)-8-methyl-4H-pyrimido[1,2-b]pyridazin-4-one FC=1C=NC=C(C1NC=1C=NC=2CCN(CC2C1)C=1C(=CC=2N(N1)C(C=CN2)=O)C)F